N-(3α,7α-Dihydroxyl-4,4-difluoro-6α-ethyl-5β-cholan-24-oyl)-benzenesulfonamide erbium-ytterbium [Yb].[Er].O[C@H]1C([C@H]2[C@H]([C@H]([C@H]3[C@@H]4CC[C@H]([C@@H](CCC(=O)NS(=O)(=O)C5=CC=CC=C5)C)[C@]4(CC[C@@H]3[C@]2(CC1)C)C)O)CC)(F)F